7,8-dichloro-6-(3-fluoro-2-pyridyl)-4H-[1,2,4]triazolo[4,3-a][1,4]benzodiazepine ClC1=C(C=CC2=C1C(=NCC=1N2C=NN1)C1=NC=CC=C1F)Cl